(R)-5-phenyl-2,5,6,8-tetrahydro-3H-[1,2,4]triazolo[3,4-c][1,4]oxazin-3-one C1(=CC=CC=C1)[C@H]1N2C(COC1)=NNC2=O